5H-[1,2,4]Triazino[5,6-b]Indole N1=NC=NC=2NC=3C=CC=CC3C21